4(3H)quinazolinone N1=CNC(C2=CC=CC=C12)=O